C1=CC(=CC=C1N=NC2=CC(=C(C=C2)N)S(=O)(=O)O)S(=O)(=O)O The molecule is a member of the class of azobenzenes that is azobenzene in which one of the phenyl groups is substituted at the para position by a sulfo group, while the other is substituted at a meta position by a sulfo group and at the para position by an amino group. The disodium salt is the biological stain 'fast yellow'. It is a member of azobenzenes, an amino sulfonic acid and a primary arylamine. It is a conjugate acid of a 4-aminoazobenzene-3,4'-disulfonate.